C[C@]1(C[C@]2(CN(C(O2)=O)C=2C(=NC=CC2)OC)CCC1)CN1C=NC2=C1C=C(C=C2)C#N 1-({(5S,7S)-7-methyl-3-[2-(methyloxy)-3-pyridinyl]-2-oxo-1-oxa-3-azaspiro[4.5]dec-7-yl}methyl)-1H-benzimidazole-6-carbonitrile